2-fluoro-4-methyl-N-(3-((4-methyl-3-oxopiperazin-1-yl)methyl)-5-(trifluoromethyl)phenyl)benzamide FC1=C(C(=O)NC2=CC(=CC(=C2)C(F)(F)F)CN2CC(N(CC2)C)=O)C=CC(=C1)C